1-propyl (2S)-2-[[[(2R,3S,4R,5R)-5-(4-aminopyrrolo[2,1-f][1,2,4]triazin-7-yl)-5-cyano-3,4-dihydroxy-tetrahydrofuran-2-yl]methoxy-(4-tert-butylphenoxy)phosphoryl]amino]propanoate NC1=NC=NN2C1=CC=C2[C@]2([C@@H]([C@@H]([C@H](O2)COP(=O)(OC2=CC=C(C=C2)C(C)(C)C)N[C@H](C(=O)OCCC)C)O)O)C#N